[I-].NCCN1C=[N+](C=C1)C=C 1-(2'-aminoethyl)-3-vinylimidazolium iodide